FC[N+](C)(C)CCO N-(fluoromethyl)-2-hydroxy-N,N-dimethylethylammonium